4-[(2-{4-[5-chloro-2-(4-chloro-1H-1,2,3-triazol-1-yl)phenyl]-5-methoxy-2-oxopyridin-1(2H)-yl}-4-methoxybutyryl)amino]-2-fluorobenzamide ClC=1C=CC(=C(C1)C1=CC(N(C=C1OC)C(C(=O)NC1=CC(=C(C(=O)N)C=C1)F)CCOC)=O)N1N=NC(=C1)Cl